CN(C)CC=1OC2=C(C1)C=C(C(=C2)C(=O)NC2(CC2)C2=CC=CC1=CC=CC=C21)C 2-((Dimethylamino)methyl)-5-methyl-N-(1-(naphthalen-1-yl)cyclopropyl)benzofuran-6-carboxamide